2-bromo-5-(3-(3,3-dimethylbutoxy)-5-fluorophenyl)-4-(2,6-dimethylphenyl)thiazole BrC=1SC(=C(N1)C1=C(C=CC=C1C)C)C1=CC(=CC(=C1)F)OCCC(C)(C)C